tert-butyl (2S,3S)-3-[(1-fluorocyclopropyl)sulfonylamino]-2-[[2-fluoro-3-(4,4,5,5-tetramethyl-1,3,2-dioxaborolan-2-yl)phenyl]methyl]piperidine-1-carboxylate FC1(CC1)S(=O)(=O)N[C@@H]1[C@@H](N(CCC1)C(=O)OC(C)(C)C)CC1=C(C(=CC=C1)B1OC(C(O1)(C)C)(C)C)F